C(C)(C)(C)OC(=O)N1C(C2=C(CC1)NC(=C2NC2=C(C(=CC=C2)F)OC)C2=C(C=NC=C2)OC[C@@H]2N(CCOC2)C(=O)OC(C)(C)C)=O tert-butyl (3R)-3-[({4-[5-(tert-butoxycarbonyl)-3-[(3-fluoro-2-methoxyphenyl)amino]-4-oxo-1H,6H,7H-pyrrolo[3,2-c]pyridin-2-yl]pyridin-3-yl}oxy)methyl]morpholine-4-carboxylate